ClC=1C=CC(=C(C1)N1CC(N(CC1=O)C(C(=O)O)CC1=NN(C=C1)C([2H])([2H])[2H])=O)N1N=NC(=C1)Cl 2-(4-(5-Chloro-2-(4-chloro-1H-1,2,3-triazol-1-yl)phenyl)-2,5-dioxopiperazin-1-yl)-3-(1-(methyl-d3)-1H-pyrazol-3-yl)propanoic acid